2,3-dimethyl-2-hexene CC(C)=C(CCC)C